CN(C=1C(C(C1N1CCCC1)=O)=O)CC1=CC=C(C=C1)C1=NOC(=N1)C(F)(F)F 3-(methyl-(4-(5-(trifluoromethyl)-1,2,4-oxadiazol-3-yl)benzyl)amino)-4-(pyrrolidin-1-yl)cyclobut-3-ene-1,2-dione